4,4'-bis(1-phenyl-1H-benzo[d]imidazol-2-yl)-1,1'-biphenyl C1(=CC=CC=C1)N1C(=NC2=C1C=CC=C2)C2=CC=C(C=C2)C2=CC=C(C=C2)C2=NC1=C(N2C2=CC=CC=C2)C=CC=C1